C(C(C)C)C1=NN(C(=C1O)CC)C(C)(C)C 3-isobutyl-1-tert-butyl-5-ethyl-4-hydroxypyrazole